C(#N)C1=CC=C(OC(C2=CC=C(C(=O)N(C)C)C=C2)C(NC=2OC3=C(N2)C=C(C(=C3)OC)OC)=O)C=C1 4-[(4-Cyano-phenoxy)-(5,6-dimethoxy-benzooxazol-2-ylcarbamoyl)-methyl]-N,N-dimethyl-benzamide